(5R,6S)-5-(4-(4-(2,2-dimethoxyethyl)piperidin-1-yl)phenyl)-6-phenyl-5,6,7,8-tetrahydronaphthalen-2-ol COC(CC1CCN(CC1)C1=CC=C(C=C1)[C@@H]1C=2C=CC(=CC2CC[C@@H]1C1=CC=CC=C1)O)OC